(2R,3R,4R)-2-(hydroxymethyl)-3,4,5-trihydroxypiperidine OC[C@H]1NCC([C@H]([C@@H]1O)O)O